NC[C@]1([C@H]([C@@H](N[C@H]1CC(C)(C)C)C(=O)NC1=C(C=C(C(=O)OC)C=C1)OC)C1=C(C(=CC=C1)Cl)Cl)C1=C(C=CC(=C1)Cl)F methyl 4-((2R,3S,4S,5S)-4-(aminomethyl)-4-(5-chloro-2-fluorophenyl)-3-(2,3-dichlorophenyl)-5-neopentylpyrrolidine-2-carboxamido)-3-methoxybenzoate